BrC=1C=C2CN(C(C2=CC1)=O)C1C(NC(CC1)=O)=O 3-(5-Bromo-1-oxoisoindol-2-yl)piperidine-2,6-dione